BrC1=NN2C(C(N=C(C3=C2C=CC(=C3Cl)Cl)C3=C(C=CC=C3F)F)C)=N1 2-Bromo-7,8-dichloro-6-(2,6-difluorophenyl)-4-methyl-4H-[1,2,4]triazolo[1,5-a][1,4]benzodiazepine